C(C)OC(\C=C\CN1CCC1)=O (E)-4-(azetidin-1-yl)but-2-enoic acid ethyl ester